(2S,4R)-1-(2-methylbenzofuro[3,2-d]pyrimidin-4-yl)-4-(2-oxo-2-((3'-(trifluoromethyl)-[1,1'-biphenyl]-4-yl)amino)ethyl)pyrrolidine-2-carboxylic acid CC=1N=C(C2=C(N1)C1=C(O2)C=CC=C1)N1[C@@H](C[C@@H](C1)CC(NC1=CC=C(C=C1)C1=CC(=CC=C1)C(F)(F)F)=O)C(=O)O